FC1=NC=CC(=C1CCO)I 2-(2-fluoro-4-iodopyridin-3-yl)ethane-1-ol